3-(4-(2-(3-(4-chloro-7,7-dimethyl-5-oxo-5,7-dihydroindolo[1,2-a]quinazolin-9-yl)cyclohexyl)-2,6-diazaspiro[3.4]octan-6-yl)-2,6-difluorophenyl)piperidine-2,6-dione ClC=1C=2C(N=C3N(C2C=CC1)C1=CC=C(C=C1C3(C)C)C3CC(CCC3)N3CC1(C3)CN(CC1)C1=CC(=C(C(=C1)F)C1C(NC(CC1)=O)=O)F)=O